2-cyclopropyl-3-sulfanyl-propionic acid C1(CC1)C(C(=O)O)CS